C(CCC)C=1N(C(=C(N1)Cl)C(=O)O)CC1=CC=C(C=C1)C1=C(C=CC(=C1)N1C[C@@H](CCC1)C)C=1N=NNN1 (R)-2-butyl-4-chloro-1-((5'-(3-methylpiperidin-1-yl)-2'-(2H-tetrazol-5-yl)-[1,1'-biphenyl]-4-yl)methyl)-1H-imidazole-5-carboxylic Acid